COC1=CC2=C(OCCN2)C=C1N1N=C(C=2C=NC(=CC21)NC2=NC=CNC2=O)C(=O)O 1-(6-Methoxy-3,4-dihydro-2H-benzo[b][1,4]oxazin-7-yl)-6-((3-oxo-3,4-dihydropyrazin-2-yl)amino)-1H-pyrazolo[4,3-c]pyridine-3-carboxylic acid